tert-butyl (1R,4R,5S)-2-oxo-4-(prop-1-en-2-yl)-3,8-diazabicyclo[3.2.1]octane-8-carboxylate O=C1[C@H]2CC[C@@H]([C@H](N1)C(=C)C)N2C(=O)OC(C)(C)C